OC(C(=O)OC)CC1=NN(C=C1C=C)CC1=CC=C(C=C1)OC methyl 2-hydroxy-3-(1-(4-methoxybenzyl)-4-vinyl-1H-pyrazol-3-yl)propanoate